FC(C1=NC(=CC(=N1)NCC1=C(C=C(C=C1)OC)OC)NC1=NC=C(C(=C1)OC(F)(F)F)C=1C=NN(C1)CC(C)NC)F 2-(difluoromethyl)-N4-(2,4-dimethoxybenzyl)-N6-(5-(1-(2-(methyl-amino)propyl)-1H-pyrazol-4-yl)-4-(trifluoromethoxy)pyridin-2-yl)pyrimidine-4,6-diamine